3-Chloro-Benzo[1,2-b:3,4-b']bisbenzofuran ClC1=CC2=C(C3=C(O2)C=CC2=C3OC3=C2C=CC=C3)C=C1